2-(morpholin-4-yl)-8-(1,3-thiazol-2-yl)pyrazolo[1,5-a][1,3,5]triazin-4-amine N1(CCOCC1)C1=NC=2N(C(=N1)N)N=CC2C=2SC=CN2